N-(4-chloro-3-nitrophenyl)-4-(trifluoromethyl)-picolinamide ClC1=C(C=C(C=C1)NC(C1=NC=CC(=C1)C(F)(F)F)=O)[N+](=O)[O-]